2,5,8,11-tetrakis(t-butyl)perylene C(C)(C)(C)C1=CC=2C=3C=C(C=C4C=C(C=C(C5=CC(=CC(=C1)C52)C(C)(C)C)C43)C(C)(C)C)C(C)(C)C